N1CCN2C1=C1C=CC=CC1=CC2 dihydroimidazo[2,1-a]isoquinoline